ClC=1C=C(OCC2=CC=C(O2)C(=O)N2CCN(CC2)CC2=NC3=C(N2C[C@H]2OCC2)C=C(C=C3)C(=O)O)C=CC1 2-[(4-{5-[(3-chlorophenoxy)methyl]furan-2-carbonyl}piperazin-1-yl)methyl]-1-{[(2S)-oxetan-2-yl]methyl}-1H-1,3-benzodiazole-6-carboxylic acid